3-Iodo-7-methyl-1H-indol-5-amine IC1=CNC2=C(C=C(C=C12)N)C